FC=1C(=NC=C(C1)F)C=1C=CC(=C(N)C1)F 5-(3,5-Difluoropyridin-2-yl)-2-fluoroaniline